CC1=CCC(=CC1)C(C)C 1-methyl-4-prop-2-ylcyclohex-1,4-dien